octyl-acrylamide tert-butyl-(3-(hydroxymethyl)bicyclo[1.1.1]pentan-1-yl)carbamate C(C)(C)(C)N(C(O)=O)C12CC(C1)(C2)CO.C(CCCCCCC)C(C(=O)N)=C